ClC1=C(C=C(C=C1)NC(=O)NC1=CC(=C(C=C1)OCCN(C)C)C=1N(N=CC1)C)O 1-(4-Chloro-3-hydroxy-phenyl)-3-[4-(2-dimethylamino-ethoxy)-3-(2-methyl-2H-pyrazol-3-yl)-phenyl]-urea